CC1=C(C=CC(=C1)C=O)OC 3-Methyl-p-anisaldehyde